C(C)(C)(C)OC(=O)N1CC(C1)OC1=CC(=C(C=C1)NC1=NC=NC(=C1)C=1C(=NC=CC1)NC1=C(C(=CC(=C1Cl)OC)OC)Cl)[N+](=O)[O-] 3-[4-[[6-[2-(2,6-dichloro-3,5-dimethoxy-anilino)-3-pyridinyl]pyrimidin-4-yl]amino]-3-nitro-phenoxy]azetidine-1-carboxylic acid tert-butyl ester